tert-butyl (3S,4R)-4-((6-chloropyrazin-2-yl)oxy)-3-methoxypiperidine-1-carboxylate ClC1=CN=CC(=N1)O[C@H]1[C@H](CN(CC1)C(=O)OC(C)(C)C)OC